C1C2N(CCN1CCCOC1=C(C=C3C(=NC=NC3=C1)C1=CC=C(C=C1)NC(CC1=CC=C(C=C1)C(F)(F)F)=O)OC)CCC2 N-(4-(7-(3-(hexahydropyrrolo[1,2-a]pyrazin-2(1H)-yl)propoxy)-6-methoxyquinazolin-4-yl)phenyl)-2-(4-(trifluoromethyl)phenyl)acetamide